2,5-dimethyl-2,5-di-2-ethylhexanoylperoxyhexane CC(C(=O)OOCCCCCC)(CCC(C)(CC)C)CC